O=C1N(C[C@H](N1)C(F)(F)F)C(C)(C)C1=CC(=NC=C1)NC(OC(C)(C)C)=O tert-butyl (S)-(4-(2-(2-oxo-4-(trifluoromethyl)imidazolidin-1-yl)propan-2-yl)pyridin-2-yl)carbamate